2-((1-(4,4-difluorocyclohexyl)-4-oxo-4,5-dihydro-1H-pyrazolo[3,4-d]pyrimidin-6-yl)thio)-N-(5-bromo-1,3,4-thiadiazol-2-yl)propionamide FC1(CCC(CC1)N1N=CC2=C1N=C(NC2=O)SC(C(=O)NC=2SC(=NN2)Br)C)F